N-(2-aminoethyl)-5-{[(3Z)-5-fluoro-2-oxo-2,3-dihydro-1H-indol-3-ylidene]methyl}-2,4-dimethyl-1H-pyrrole-3-carboxamide NCCNC(=O)C1=C(NC(=C1C)\C=C\1/C(NC2=CC=C(C=C12)F)=O)C